3-(5,7-Difluoro-2-(4-fluorophenyl)-1H-indol-3-yl)cyclobutan-1-ol FC=1C=C2C(=C(NC2=C(C1)F)C1=CC=C(C=C1)F)C1CC(C1)O